N-(((1R)-6-((7-oxabicyclo[2.2.1]heptan-2-yl)methyl)-6-azaspiro[2.5]octan-1-yl)methyl)-6-(2-chloro-5-fluorophenyl)pyridazin-3-amine C12C(CC(CC1)O2)CN2CCC1(C[C@H]1CNC=1N=NC(=CC1)C1=C(C=CC(=C1)F)Cl)CC2